(1S,3R)-3-(3-{[(5-hydroxy-2-methoxypyridin-4-yl)-acetyl]amino}-1H-pyrazol-5-yl)cyclopentyl propyl-carbamate C(CC)NC(O[C@@H]1C[C@@H](CC1)C1=CC(=NN1)NC(CC1=CC(=NC=C1O)OC)=O)=O